C(CCCCCCCCCCC)[S-] 1-Dodecanthiolat